CN([C@H]1CN(CC1)CC=1C=C(C=C(C1)C(F)(F)F)NC(=O)C1=CSC=2CN(CCC21)CC2=CN=C1N2C=CN=C1)C (R)-N-(3-((3-(Dimethylamino)pyrrolidin-1-yl)methyl)-5-(trifluoromethyl)phenyl)-6-(imidazo[1,2-a]pyrazin-3-ylmethyl)-4,5,6,7-tetrahydrothieno[2,3-c]pyridin-3-carboxamid